1,3-Bis(3-cyanopropyl)imidazolium bis(trifluoromethylsulfonyl)imide [N-](S(=O)(=O)C(F)(F)F)S(=O)(=O)C(F)(F)F.C(#N)CCCN1C=[N+](C=C1)CCCC#N